C(\C=C\CCCCCCC)(=O)OCC ethyl (E)-dec-2-enoate